(4-((2-butyl-4-oxo-1,3-diazaspiro[4.4]non-1-en-3-yl)methyl)-2-(ethoxymethyl)phenyl)-N-(4,5-dimethylisoxazol-3-yl)pyridin-3-sulfonamide C(CCC)C1=NC2(C(N1CC1=CC(=C(C=C1)C1=NC=CC=C1S(=O)(=O)NC1=NOC(=C1C)C)COCC)=O)CCCC2